6-bromo-7-fluoro-2-(4-hydroxypentyl)isoquinolin-1-one BrC=1C=C2C=CN(C(C2=CC1F)=O)CCCC(C)O